BrC1=CC(=C(CCNC([C@H](C(C)C)NC(OC(C)(C)C)=O)=O)C=C1OC)OC tert-butyl (S)-(1-((4-bromo-2,5-dimethoxyphenethyl)amino)-3-methyl-1-oxobutan-2-yl)carbamate